tert-butyl N-[1-(2-bromophenyl)cyclopropyl]-N-methylcarbamate BrC1=C(C=CC=C1)C1(CC1)N(C(OC(C)(C)C)=O)C